NC(C(=O)O)CC1=CN(C2=CC=CC=C12)C1=C(C=C(C=C1)C#N)OC1=NC(=NC(=C1)C1=CC=CC=C1)C 2-amino-3-[1-[4-cyano-2-(2-methyl-6-phenylpyrimidin-4-yl)oxyphenyl]indol-3-yl]propanoic acid